N=1C=CN2C1N=CC(=C2)C2=CNC=1N=C(N=CC12)N[C@@H]1CC[C@@H](CC1)OC(F)(F)F 5-(imidazo[1,2-a]pyrimidin-6-yl)-N-(cis-4-(trifluoromethoxy)cyclohexyl)-7H-pyrrolo[2,3-d]pyrimidin-2-amine